CC=1C=2N(C=C(N1)C)N=C(C2)C=2N=C1N(C(C2)=O)C=C(C=C1)N1CC2C(CC1)N(CC2)CCO 2-(4,6-dimethylpyrazolo[1,5-a]pyrazin-2-yl)-7-[1-(2-hydroxyethyl)octahydro-5H-pyrrolo[3,2-c]pyridin-5-yl]-4H-pyrido[1,2-a]pyrimidin-4-one